5-amino-6-methoxy-N-methylpyridine-2-carboxamide NC=1C=CC(=NC1OC)C(=O)NC